7-{5-chloro-3-[1-(3-methylbutyl)-1H-pyrazol-4-yl]pyridin-2-yl}-3-methoxycinnoline ClC=1C=C(C(=NC1)C1=CC=C2C=C(N=NC2=C1)OC)C=1C=NN(C1)CCC(C)C